CS(=O)(=O)[O-].[NH4+] ammonium methanesulfonate salt